(10As)-9-(fluoromethyl)-6-methyl-3-(2-methyloctan-2-yl)-6a,7,8,10a-tetrahydro-6H-benzo[c]chromen-1-ol FCC1=C[C@H]2C(C(OC=3C=C(C=C(C23)O)C(C)(CCCCCC)C)C)CC1